COC=1C=C(C=2C(C=C(OC2C1)C1=CC(O)=C(O)C=C1)=O)O 7-O-methyl-luteolin